6-bromo-4-chloroindole BrC1=CC(=C2C=CNC2=C1)Cl